O=C1NC(CCC1N1C(N(C2=C1C=CC=C2C#CCCN(C(OC(C)(C)C)=O)C)C)=O)=O Tert-butyl N-[4-[1-(2,6-dioxo-3-piperidyl)-3-methyl-2-oxo-benzimidazol-4-yl]but-3-ynyl]-N-methyl-carbamate